N1N=NN=C1C=1C=C(C#N)C=C(C1)C1OC2=C(C1)C=C(C=C2)C(F)(F)F 3-(1H-tetrazol-5-yl)-5-(5-(trifluoromethyl)-2,3-dihydrobenzofuran-2-yl)benzonitrile